BrC1=CNC2=C(C=CC=C12)S(=O)(=O)C 3-bromo-7-methanesulfonyl-1H-indole